N-(tert-butoxycarbonyl)-O-(7-nitro-2-(2,2,2-trifluoroacetyl)-1,2,3,4-tetrahydroisoquinolin-6-yl)-L-serine methyl ester COC([C@@H](NC(=O)OC(C)(C)C)COC=1C=C2CCN(CC2=CC1[N+](=O)[O-])C(C(F)(F)F)=O)=O